ClC1=C2C=CNC2=CC=C1 4-chloro-1H-indole